O[C@H](CCC(=O)OC(C)(C)C)CC (S)-TERT-BUTYL 4-HYDROXYHEXANOATE